3-chloro-5-fluoro-N-[[2-[2-[(1-methylcyclobutyl)amino]-2-oxo-ethyl]-2-azaspiro[3.3]hept-6-yl]methyl]benzamide ClC=1C=C(C(=O)NCC2CC3(CN(C3)CC(=O)NC3(CCC3)C)C2)C=C(C1)F